COC1=CC=C(C=C1)N1C=NC=C1 1-(4-methoxyphenyl)-imidazole